FC1=C(C=CC(=C1)F)C(CNCC=1C=CC=2N(C1)N=C(C2C2=CC=NC=C2)C2=CC=C(C=C2)F)(CN2N=NN=C2)O 2-(2,4-difluorophenyl)-1-(((2-(4-fluorophenyl)-3-(pyridin-4-yl)pyrazolo[1,5-a]pyridin-6-yl)methyl)amino)-3-(1H-tetrazol-1-yl)propan-2-ol